C(=O)(O)C(C([2H])([2H])C=1C=C(CN(CC=2C=C(C=CC2)CC(C(=O)O)C2CNCC2)CC=2C=C(C=CC2)CC(C(=O)O)C2CNCC2)C=CC1)C1CNCC1 3,3'-((((3-(2-carboxy-2-(pyrrolidin-3-yl)ethyl-1,1-d2)benzyl)azanediyl)bis(methylene))bis(3,1-phenylene))bis(2-(pyrrolidin-3-yl)propanoic acid)